C1(CCCCC1)[C@@H](C(=O)N1CCN(CC1)C(=O)C=1C=C2C=C(NC2=CC1)C)NC(=O)[C@H](C)N(C(OC(C)(C)C)=O)C tert-Butyl N-((1S)-1-(((1S)-1-cyclohexyl-2-(4-((2-methyl-1H-indol-5-yl)carbonyl)piperazin-1-yl)-2-oxoethyl)carbamoyl)ethyl)-N-methylcarbamate